C(C)(C)OC=1C=C2C(=NNC2=CC1)C1=CC(=NC=C1)N1C[C@@H](NCC1)C 5-isopropoxy-3-[2-[(3S)-3-methylpiperazin-1-yl]-4-pyridyl]-1H-indazole